ethyl p-chlorophenylpropionate ClC1=CC=C(C=C1)C(C(=O)OCC)C